OC1=CC=C(C2=CC=CC=C12)C=O 4-Hydroxy-1-naphthaldehyde